BrC1=C(C=CC=C1Cl)Cl 2-bromo-1,3-dichloro-benzene